C[C@@H]1N(C[C@H](N(C1)C(C1=CC=C(C=C1)C(F)(F)F)=O)C)C(=O)OC(C)(C)C tert-Butyl (2S,5R)-2,5-dimethyl-4-(4-(trifluoromethyl)benzoyl)piperazine-1-carboxylate